tert-butyl (S)-3-((2-hydroxyethyl)(methyl)carbamoyl)pyrrolidine-1-carboxylate OCCN(C(=O)[C@@H]1CN(CC1)C(=O)OC(C)(C)C)C